C(CCCC=C)C1=C(CC(C(C1)C(=O)O)C(=O)O)CCCCC=C bis(5-hexenyl)4-cyclohexene-1,2-dicarboxylic acid